BrC=1N=C(N2C1C(=CC=C2)CO)C2=CC(=CC(=C2)F)F (1-bromo-3-(3,5-difluorophenyl)imidazo[1,5-a]pyridin-8-yl)methanol